Methyl-N-[(E,1S)-1-[[1-[[4-[(2,4-difluorophenoxy)methyl]-1H-benzimidazol-2-yl]methyl]-2-oxo-3-pyridyl]carbamoyl]-6-(dimethylamino)-6-oxo-hex-4-enyl]carbamat COC(N[C@@H](CC\C=C\C(=O)N(C)C)C(NC=1C(N(C=CC1)CC1=NC2=C(N1)C=CC=C2COC2=C(C=C(C=C2)F)F)=O)=O)=O